7-((S)-3-(dimethylamino)pyrrolidin-1-yl)-4-methylpyrido[3,4-d]pyridazin CN([C@@H]1CN(CC1)C1=CC=2C(=C(N=NC2)C)C=N1)C